N,N-bis(alpha-naphthyl-phenyl)-4,4-biphenyldiamine C1(=CC=CC2=CC=CC=C12)C1=C(C=CC=C1)N(C1(CC=C(C=C1)C1=CC=CC=C1)N)C1=C(C=CC=C1)C1=CC=CC2=CC=CC=C12